2-(4,4-difluoropiperidin-1-yl)-6-methoxy-N-(5-(methoxymethyl)-pyrazol-3-yl)-7-(3-(pyrrolidin-1-yl)propoxy)quinazolin-4-amine FC1(CCN(CC1)C1=NC2=CC(=C(C=C2C(=N1)NC1=NNC(=C1)COC)OC)OCCCN1CCCC1)F